C(O)C1([NH+](C(CCC1)(CO)CO)[O-])CO 2,2,6,6-tetramethylolpiperidine oxide